BrCC\C=C\CCCCCCCCCC(OC)OC (3E)-1-bromo-14,14-dimethoxy-3-tetradecene